2-benzoylamino-5-chloro-4-indan-2-yl-thiophene-3-carboxylic acid C(C1=CC=CC=C1)(=O)NC=1SC(=C(C1C(=O)O)C1CC2=CC=CC=C2C1)Cl